(2S,3S,4R,5R)-5-(2-chloro-6-((methyl-d3)-amino)-9H-purin-9-yl)-3,4-dihydroxyl-N-methyl-tetrahydrofuran-2-formamide ClC1=NC(=C2N=CN(C2=N1)[C@H]1[C@@H]([C@@H]([C@H](O1)C(=O)NC)O)O)NC([2H])([2H])[2H]